tert-butyl-(2-mercaptoethyl) carbamate C(N)(OCC(S)C(C)(C)C)=O